C(CCC)C1=C(C(=C(C(=N1)O)C(=O)N1CCN(CC1)C1CCCCC1)O)C1=C(C=CC=C1OC)OC 6-butyl-3-(4-cyclohexylpiperazine-1-carbonyl)-5-(2,6-dimethoxyphenyl)pyridine-2,4-diol